FC1=NC=C(C=C1)OCOC 2-fluoro-5-(methoxymethoxy)pyridine